FC1=CC2=C(N(C(N=C2N2[C@H](CN(CC2)C(=O)OC(C)(C)C)C)=O)C=2C(=NC=CC2C)C(C)C)N=C1C1=C(C=CC=C1O)F tert-butyl (3S)-4-(6-fluoro-7-(2-fluoro-6-hydroxyphenyl)-1-(2-isopropyl-4-methylpyridin-3-yl)-2-oxo-1,2-dihydropyrido[2,3-d]pyrimidin-4-yl)-3-methylpiperazine-1-carboxylate